Cl.N[C@H]1CN(C[C@H](C1)C(F)(F)F)C1=C2C=CC=NC2=C(C=C1)C#N 5-((3R,5S)-3-amino-5-trifluoromethyl-piperidin-1-yl)-quinoline-8-carbonitrile hydrochloride